N=1NC=C2C=CC=CC12 2H-indazole